C[Si](C)(C)N([Si](C)(C)C)[Pb] bis(trimethylsilyl)aminolead